CN(C(CCCCCCCC)CCCCCCCCC)C N,N-dimethyloctadecan-9-amine